C(C)(C)(C)OC(=O)N1C=CC2=CC(=CC=C12)C1CCC(CC1)=O 5-(4-oxocyclohexyl)-1H-indole-1-carboxylic acid tert-butyl ester